(5S)-{[2-(4-carboxyphenyl)ethyl][2-(2-{[3-chloro-4'-(trifluoromethyl)biphenyl-4-yl]methoxy}-phenyl)ethyl]-amino}-5,6,7,8-tetrahydroquinoline-2-carboxylic acid C(=O)(O)C1=CC=C(C=C1)CCN(CCC1=C(C=CC=C1)OCC1=C(C=C(C=C1)C1=CC=C(C=C1)C(F)(F)F)Cl)C=1C(=NC=2CCCCC2C1)C(=O)O